ClC=1C=C(C(=NC1)OC=1C=CC=2N(N1)C=C(N2)C(=O)NC2(CS(C2)(=O)=O)C)OCC(F)(F)F 6-[[5-chloro-3-(2,2,2-trifluoroethoxy)-2-pyridyl]oxy]-N-(3-methyl-1,1-dioxo-thietan-3-yl)imidazo[1,2-b]pyridazine-2-carboxamide